(1-(2,4-dichlorophenoxy)ethyl)furan-2-carboxylic acid methyl ester COC(=O)C=1OC=CC1C(C)OC1=C(C=C(C=C1)Cl)Cl